(2S,4R)-1-(2-amino-3,3-dimethylbutyryl)-N-((S)-1-(2'-fluoro-[1,1'-biphenyl]-4-yl)ethyl)-4-hydroxypyrrolidine-2-carboxamide NC(C(=O)N1[C@@H](C[C@H](C1)O)C(=O)N[C@@H](C)C1=CC=C(C=C1)C1=C(C=CC=C1)F)C(C)(C)C